C1(CC1)CN(C=1N=NC(=CC1C(=O)O)S(=O)(=O)N1CCOCC1)C 3-[(cyclopropylmethyl)(methyl)amino]-6-(morpholine-4-sulfonyl)pyridazine-4-carboxylic acid